FC(C(C)NC(O[C@H]1C[C@H](CC1)C1=CC(=NN1C(C)(C)C)NC=1N=NC=CC1)=O)(F)F (1R,3S)-3-(1-(tert-butyl)-3-(pyridazin-3-ylamino)-1H-pyrazol-5-yl)cyclopentyl (1,1,1-trifluoropropan-2-yl)carbamate